tris-(dodecyl)methylammonium serinate N[C@@H](CO)C(=O)[O-].C(CCCCCCCCCCC)[N+](C)(CCCCCCCCCCCC)CCCCCCCCCCCC